C(C)(C)(C)OC(NC1=CC=NC2=CC=C(N=C12)C1=CC(=CC=C1)C#C[C@]1(C(N(CC1)C)=O)O)=O tert-butyl-(R)-(6-(3-((3-hydroxy-1-methyl-2-oxopyrrolidin-3-yl)ethynyl)phenyl)-1,5-naphthyridin-4-yl)carbamate